C(C)(C)(C)C=1C(=C(C=C(C1)CCC(=O)OCCCCCCCC)N1N=C2C(=N1)C=CC(=C2)Cl)O 2-(3'-Tert-butyl-5'-(2-octyloxycarbonylethyl)-2'-hydroxyphenyl)-5-chloro-benzotriazole